CC1=C(OCC2=NC=CN=C2)C=CC(=C1)[N+](=O)[O-] 2-((2-methyl-4-nitrophenoxy)methyl)pyrazine